C(C)(C)(C)C1=CC=C(C=C1)NNC1=CC=C(C=C1)C(C)(C)C 1,2-bis(4-(tertiary butyl)phenyl)hydrazine